C(=O)C1=C(OC[C@H]2N(CCCC2)C(=O)C2=C(C=O)C=CC(=C2)OC)C=CC=C1O 2-[(2S)-2-[(2-formyl-3-hydroxyphenoxy)methyl]piperidine-1-carbonyl]-4-methoxybenzaldehyde